NC1=C(C=C(C=C1)C=1C=NC=CC1C)O 2-Amino-5-(4-methylpyridin-3-yl)phenol